1-(7-(2-chloro-4-(trifluoromethyl)phenyl)-3,4-dihydroisoquinolin-2(1H)-yl)prop-2-en ClC1=C(C=CC(=C1)C(F)(F)F)C1=CC=C2CCN(CC2=C1)CC=C